dibromo-Nickel Br[Ni]Br